tert-butyl (R)-(1-(6-(3-azidooxetan-3-yl)pyridazin-3-yl)piperidin-3-yl)(cyclopropylmethyl)carbamate N(=[N+]=[N-])C1(COC1)C1=CC=C(N=N1)N1C[C@@H](CCC1)N(C(OC(C)(C)C)=O)CC1CC1